CN(CCOC1=CC=C(C=C1)C=1C(=NN2C1N=C(NC2=O)SCC#C)OC)C 8-{4-[2-(dimethylamino)ethoxy]phenyl}-7-methoxy-2-(prop-2-yn-1-ylsulfanyl)-3H-pyrazolo[1,5-a][1,3,5]triazin-4-one